N-(beta-aminoethyl)-beta-aminopropyltripropoxysilane NCCNC(C[Si](OCCC)(OCCC)OCCC)C